C(C)(C)(C)OC(=O)N1C[C@H]([C@H](CC1)C1=CN=C(S1)N)F (3S,4S)-4-(2-aminothiazol-5-yl)-3-fluoro-piperidine-1-carboxylic acid tert-butyl ester